N-(Imidazo[1,2-b]pyridazin-3-yl)-6-methoxy-2-((1r,4r)-4-(piperazin-1-ylmethyl)cyclohexyl)-2H-indazole-5-carboxamide N=1C=C(N2N=CC=CC21)NC(=O)C2=CC1=CN(N=C1C=C2OC)C2CCC(CC2)CN2CCNCC2